N-[1-[1-(hydroxymethyl)cyclopropyl]ethyl]benzamide OCC1(CC1)C(C)NC(C1=CC=CC=C1)=O